4-ethynyl-3-(trifluoromethyl)benzoic acid methyl ester COC(C1=CC(=C(C=C1)C#C)C(F)(F)F)=O